2,5-dichloro-N-(2,4-difluoro-3-((2-((1-(hydroxymethyl)-cyclopropyl)amino)-pyrimidin-5-yl)ethynyl)phenyl)-benzenesulfonamide ClC1=C(C=C(C=C1)Cl)S(=O)(=O)NC1=C(C(=C(C=C1)F)C#CC=1C=NC(=NC1)NC1(CC1)CO)F